BrC1=NN(C(=C1)C(=O)NC=1C=C2C(N=CN(C2=CC1)CC1=CC=CC=C1)=O)C1=NC=CC=C1Cl 3-bromo-1-(3-chloro-2-pyridinyl)-N-(1-benzyl-4-oxo-1,4-dihydro-6-quinazolinyl)-1H-pyrazole-5-carboxamide